N-(3-chloro-5-(methylsulfonamido)phenyl)-4-(4-fluoro-1H-pyrazol-1-yl)-5-methylthiophene-2-carboxamide ClC=1C=C(C=C(C1)NS(=O)(=O)C)NC(=O)C=1SC(=C(C1)N1N=CC(=C1)F)C